1-(3,5-dichloropyridin-4-yl)ethoxyl-3-(5-(methylsulfonyl)-1,4,5,6-tetrahydropyrrolo[3,4-d]imidazol-2-yl)-1H-indazole ClC=1C=NC=C(C1C(ON1N=C(C2=CC=CC=C12)C1=NC2=C(N1)CN(C2)S(=O)(=O)C)C)Cl